5-bromo-3-(methoxymethyl)thiophene-2-carboxylic acid BrC1=CC(=C(S1)C(=O)O)COC